COC(C1=NC(=CC=C1OCOC)CCCCN1CCN(CC1)C1=NC=CC=C1)=O 3-(methoxymethyloxy)-6-(4-(4-(pyridin-2-yl)piperazin-1-yl)butyl)picolinic acid methyl ester